2,3-diethoxybenzaldehyde C(C)OC1=C(C=O)C=CC=C1OCC